O=C1NC(CC[C@@H]1C1=C(C=C(C=C1F)N1C[C@@H](CC1)C(=O)O)F)=O (R)-1-(4-((R)-2,6-Dioxopiperidin-3-yl)-3,5-difluorophenyl)pyrrolidine-3-carboxylic acid